5-[(3-methoxybenzyl)(4-dimethylaminobenzyl)aminocarbonyloxy]dimethylaminobenzene COC=1C=C(CN(C(=O)OC=2C=CC=C(C2)N(C)C)CC2=CC=C(C=C2)N(C)C)C=CC1